tin octenate C(C=CCCCCC)(=O)[O-].[Sn+4].C(C=CCCCCC)(=O)[O-].C(C=CCCCCC)(=O)[O-].C(C=CCCCCC)(=O)[O-]